N1(C=NC=C1)C1=CC=C(C=N1)OC[C@H](C(=O)OC(C)(C)C)O tert-butyl (R)-3-((6-(1H-imidazol-1-yl)pyridin-3-yl)oxy)-2-hydroxypropanoate